C(C)(C)(C)C1=C(N=CN1)\C=C/1\C(NCC(N1)=O)=O (Z)-3-((5-(tert-butyl)-1H-imidazol-4-yl)methylene)piperazine-2,5-dione